P(=O)(OCCN1CCN(CC1)C(CCCCCCCC)CCCCCCCC)(OCCCCCCCCC)O 2-(4-(heptadecan-9-yl)piperazin-1-yl)ethyl nonyl hydrogen phosphate